1,1-difluoro-2-methyl-1-propene FC(=C(C)C)F